tetraisobutyl-ascorbate C(C(C)C)C([C@@]([C@@]1(C(=C(C(=O)O1)O)[O-])CC(C)C)(O)CC(C)C)(O)CC(C)C